C1(CC1)CC(C(=O)N[C@@H](CC1=CC=C(C=C1)C)B(O)O)C(=O)NCC1=CC(=CC=C1)OC ((1R)-1-(2-(cyclopropylmethyl)-3-((3-methoxybenzyl)amino)-3-oxopropanamido)-2-(p-tolyl)ethyl)boronic acid